N[C@H](C(=O)N[C@@H](CCNC(C1=C(C=C(C=C1)NC=1C=2N(C=CN1)C(=CN2)C2=C(C(=C(C=C2)OC)F)F)CC)=O)C)CCCNC(=N)N N-[(3R)-3-[[(2S)-2-amino-5-guanidino-pentanoyl]amino]butyl]-4-[[3-(2,3-difluoro-4-methoxy-phenyl)imidazo[1,2-a]pyrazin-8-yl]amino]-2-ethyl-benzamide